OC(CO)C1=C2C=CC=NC2=C(C=C1CNC(C=C)=O)OC1=CC=C(C=C1)C(F)(F)F N-((5-(1,2-dihydroxyethyl)-8-(4-(trifluoromethyl)phenoxy)quinolin-6-yl)methyl)acrylamide